FC(S(=O)(=O)OCCCO[Si](C)(C)C(C)(C)C)(F)F 3-[(tert-butyldimethylsilyl)oxy]propyl trifluoromethanesulfonate